C(C)(=O)C1=NN(C2=CC=C(C=C12)C=1C=NC(=NC1)C)CC(=O)N1[C@@H](C[C@H](C1)F)C(=O)NC=1SC=C(N1)CC(F)(F)F (2S,4R)-1-(2-(3-acetyl-5-(2-methylpyrimidin-5-yl)-1H-indazol-1-yl)acetyl)-4-fluoro-N-(4-(2,2,2-trifluoroethyl)thiazol-2-yl)pyrrolidine-2-carboxamide